3-(1-(2,2-difluoroethyl)-1H-pyrazolo[3,4-b]pyrazin-6-yl)-1-ethyl-1,3,8-triazaspiro[4.5]decane-2,4-dione hydrochloride Cl.FC(CN1N=CC=2C1=NC(=CN2)N2C(N(C1(C2=O)CCNCC1)CC)=O)F